tert-butyl 2-(tert-butoxycarbonylamino)-3-iodo-4,6,7,8-tetrahydropyrazolo[1,5-a][1,4]diazepine-5-carboxylate C(C)(C)(C)OC(=O)NC1=NN2C(CN(CCC2)C(=O)OC(C)(C)C)=C1I